N[C@@H]1CN(CC[C@H]1F)C1=NC2=C(N1CC1=CC=C(C#N)C=C1)C=C(C=C2F)F 4-((2-((3R,4R)-3-Amino-4-fluoro-1-piperidinyl)-4,6-difluoro-1H-benzimidazol-1-yl)methyl)benzonitril